lithium 5,6-dicyano-2-trifluoromethylbenzimidazolide C(#N)C1=CC2=C(N=C([N-]2)C(F)(F)F)C=C1C#N.[Li+]